Tert-butyl (S)-3-(((7-bromo-6-chloro-2-(3-(dimethylamino)azetidin-1-yl)-4-oxo-3,4-dihydroquinazolin-5-yl)oxy)methyl)piperazine-1-carboxylate BrC1=C(C(=C2C(NC(=NC2=C1)N1CC(C1)N(C)C)=O)OC[C@@H]1CN(CCN1)C(=O)OC(C)(C)C)Cl